ethyl N-(2-(((tert-butoxycarbonyl)amino)methyl)phenyl)-O-cyclopentylserinate C(C)(C)(C)OC(=O)NCC1=C(C=CC=C1)N[C@@H](COC1CCCC1)C(=O)OCC